C(C)N1C=C(C=2C1=NC(=CC2C2=C(C(=CC=C2C)O)C)C(=O)N)C2=NOC=N2 (P)-1-Ethyl-4-(3-hydroxy-2,6-dimethylphenyl)-3-(1,2,4-oxadiazol-3-yl)-1H-pyrrolo[2,3-b]pyridine-6-carboxamide